tert-butyl N-[(1R,3R)-3-[4-[(2,4-dimethoxyphenyl)methylamino]-3-iodo-pyrazolo[4,3-c]pyridin-1-yl]cyclohexyl]carbamate COC1=C(C=CC(=C1)OC)CNC1=NC=CC2=C1C(=NN2[C@H]2C[C@@H](CCC2)NC(OC(C)(C)C)=O)I